2,3-dimethoxycarbonylpyridine COC(=O)C1=NC=CC=C1C(=O)OC